2-(methoxymethyl)-2,5-dimethyl-2,3-dihydro-1H-indene COCC1(CC2=CC=C(C=C2C1)C)C